CC1=NN2C(N(CC(C2)C)C(CCC(=O)NC=2C=CC(=NC2)C=2C=NC=C(C2)C)=O)=C1 4-(2,6-dimethyl-6,7-dihydropyrazolo[1,5-a]pyrimidin-4(5H)-yl)-N-(5'-methyl-[2,3'-bipyridin]-5-yl)-4-oxobutanamide